tetrakis(4-carboxyphenyl)porphin C(=O)(O)C1=CC=C(C=C1)C1=C2C=CC(C(=C3C=CC(=C(C=4C=CC(=C(C5=CC=C1N5)C5=CC=C(C=C5)C(=O)O)N4)C4=CC=C(C=C4)C(=O)O)N3)C3=CC=C(C=C3)C(=O)O)=N2